N3-(2-(1H-imidazol-2-yl)ethyl)-6-methyl-8,9-dihydro-7H-cyclopenta[4,5]pyrido[2,3-d]pyrimidine-1,3-diamine N1C(=NC=C1)CCNC1=NC(=C2C(=N1)N=C(C1=C2CCC1)C)N